hexa-allylphosphoramide C(C=C)N(P(=O)(N(CC=C)CC=C)N(CC=C)CC=C)CC=C